4-(1-methyl-2-oxo-1,2,3,4-tetrahydroquinolin-6-yl)-5,6,7,8-tetrahydroisoquinolin-8-ylmethyl carbamate C(N)(OCC1CCCC=2C(=CN=CC12)C=1C=C2CCC(N(C2=CC1)C)=O)=O